C1(CC1)N1N=CC(=C1)[C@H]1C=C(CCO1)B1OC(C(O1)(C)C)(C)C 1-cyclopropyl-4-[(6R)-4-(4,4,5,5-tetramethyl-1,3,2-dioxaborolan-2-yl)-3,6-dihydro-2H-pyran-6-yl]pyrazole